3-(2-(4,4-dimethylcyclohex-1-en-1-yl)ethyl)-1,5-dihydrobenzo[e][1,3]dioxepine CC1(CC=C(CC1)CCC1OCC2=C(CO1)C=CC=C2)C